chromium(III) neopentanoate C(C(C)(C)C)(=O)[O-].[Cr+3].C(C(C)(C)C)(=O)[O-].C(C(C)(C)C)(=O)[O-]